2-(2-(4-(1H-pyrazol-1-yl)phenyl)-6-(4-(methylsulfonyl)piperazine-1-carbonyl)pyrimidin-4-yl)acetaldehyde N1(N=CC=C1)C1=CC=C(C=C1)C1=NC(=CC(=N1)CC=O)C(=O)N1CCN(CC1)S(=O)(=O)C